C(C)(C)C1CCC=2N(C1)C(=NC2)C(=O)[O-] 6-isopropyl-5,6,7,8-tetrahydroimidazo[1,5-a]pyridine-3-carboxylate